ClC=1C=C(C=CC1F)NC(N(C=1C=NC(=CC1)OC)CC1=NNC=2CCC(CC12)C(=O)OC)=O methyl 3-((3-(3-chloro-4-fluorophenyl)-1-(6-methoxypyridin-3-yl)ureido)methyl)-4,5,6,7-tetrahydro-1H-indazole-5-carboxylate